COCOCCN(CCOCOC)CCOCOC tris[2-(methoxymethoxy)ethyl]amine